BrC=1N=C(SC1)SCCC(C#N)C#N [2-(4-bromothiazol-2-yl)sulfanylethyl]malononitrile